FC1=CC=C(C=C1)C1=CC=CC=C1 4'-fluoro[biphenyl]